NC1=C(C=CC(=C1F)NCCCC1=CC=C(C=C1)C(F)(F)F)NC(CCCCCCC)=O N-(2-Amino-3-fluoro-4-((3-(4-(trifluoromethyl)phenyl)propyl)amino)phenyl)octanamid